FC([C@H]1[C@@H]2C[C@H](N[C@H]12)C(=O)O)(F)F (1S,3S,5S,6S)-6-(trifluoromethyl)-2-azabicyclo[3.1.0]hexane-3-carboxylic acid